(3R,5R,8R,9S,10S,13S,14S,17R)-13-ethyl-3,10-dimethyl-17-((2S,3S)-4,4,4-trifluoro-3-hydroxybutan-2-yl)hexadecahydro-1H-cyclopenta[a]phenanthren-3-ol C(C)[C@@]12[C@H](CC[C@H]1[C@@H]1CC[C@@H]3C[C@@](CC[C@@]3([C@H]1CC2)C)(O)C)[C@H](C)[C@@H](C(F)(F)F)O